N1=CC=NC2=CC(=CC=C12)C1=NC(=NC=C1F)NC1=NC=C(C=C1)CN1CCN(CC1)C(C)C 4-(quinoxalin-6-yl)-5-fluoro-N-(5-((4-isopropylpiperazin-1-yl)methyl)pyridin-2-yl)pyrimidin-2-amine